COC1=C(C=C(C=C1)OC)CCNC1=CC(=NC=N1)C1=CC(=CS1)OCC 5-{6-[2-(2,5-Dimethoxy-phenyl)-ethylamino]-pyrimidin-4-yl}-3-ethoxy-thiophene